BrC1=NC=C(C(=C1)N1C(C(=C(C=C1C)OCC1=NC=C(C=C1Cl)F)Cl)=O)C 2'-bromo-3-chloro-4-[(3-chloro-5-fluoropyridin-2-yl)methoxy]-5',6-dimethyl-[1,4'-bipyridine]-2-one